COC(C)CC(C)C(F)(F)F 2-methoxy-4-(trifluoromethyl)pentane